4-Bromo-2-methyl-butan-2-ol BrCCC(C)(O)C